IC1=CC=CC=C1N 6-iodoaniline